2-(3,3-difluoropyrrolidin-1-yl)-4-iodo-pyridin-3-amine FC1(CN(CC1)C1=NC=CC(=C1N)I)F